C(C)(C)(C)C1N(CC1C#CC=1C=NN(C1)C(C(=O)NC1=CC=C(C2=CC=CC=C12)C#N)(C)C)C(=O)OC[C@@H]1[C@H]([C@H]([C@@H](O1)N1C=NC=2C(N)=NC=NC12)O)OC 3'-O-Methyl-Adenosine tert-butyl-3-((1-(1-((4-cyanonaphthalen-1-yl)amino)-2-methyl-1-oxopropan-2-yl)-1H-pyrazol-4-yl)ethynyl)azetidine-1-carboxylate